(E)-6-(4-Aminobut-2-enoyl)-4-(2-(1-ethyl-3-(trifluoromethyl)-1H-pyrazol-4-yl)phenyl)-4,5,6,7-tetrahydrothieno[2,3-c]pyridine-2-carbonitrile NC/C=C/C(=O)N1CC2=C(C(C1)C1=C(C=CC=C1)C=1C(=NN(C1)CC)C(F)(F)F)C=C(S2)C#N